(R)-1-(2-amino-4-(trifluoromethyl)phenyl)piperidin-3-ol NC1=C(C=CC(=C1)C(F)(F)F)N1C[C@@H](CCC1)O